(R,E)-3-((3-(1-(2-(4-(azetidin-1-yl)-N-methylbut-2-enamido)acetamido)propan-2-yl)phenyl)amino)-6-ethyl-5-(ethyl(methyl)amino)pyrazine-2-carboxamide N1(CCC1)C/C=C/C(=O)N(C)CC(=O)NC[C@H](C)C=1C=C(C=CC1)NC=1C(=NC(=C(N1)N(C)CC)CC)C(=O)N